C(=O)C1=CC2=C([C@@H](CO2)N(C(OC(C)(C)C)=O)C)C=C1 tert-butyl (S)-(6-formyl-2,3-dihydrobenzofuran-3-yl)(methyl)carbamate